[NH4+].B([O-])([O-])[O-].[NH4+].[NH4+] boric acid ammonium salt